4-(3-(2,6-difluorophenyl)-1-methyl-1H-pyrazol-4-yl)-7-methoxyquinazolin-6-ol FC1=C(C(=CC=C1)F)C1=NN(C=C1C1=NC=NC2=CC(=C(C=C12)O)OC)C